(2S)-2-[(3R)-1-tert-Butoxycarbonylpyrrolidin-3-yl]-3-[3-(3-phenylisoxazol-5-yl)phenyl]propionic acid C(C)(C)(C)OC(=O)N1C[C@H](CC1)[C@@H](C(=O)O)CC1=CC(=CC=C1)C1=CC(=NO1)C1=CC=CC=C1